tert-butyl (2-((6-fluoro-2-(hydroxymethyl)-1-methyl-4-carbonyl-1,4-dihydroquinolin-8-yl)oxy)ethyl)carbamate FC=1C=C2C(C=C(N(C2=C(C1)OCCNC(OC(C)(C)C)=O)C)CO)=C=O